N-(benzyloxy-carbonyloxy)succinimide C(C1=CC=CC=C1)OC(=O)ON1C(CCC1=O)=O